B(O)(O)OB(O)O.CC(C)(CC(C)O)O.CC(C)(CC(C)O)O.CC(C)(CC(C)O)O tri(2-methyl-2,4-pentanediol) diborate